[N+](=O)([O-])C1=CC2=C(CCN2)C=C1 6-nitro-2,3-dihydro-1H-benzo[d]pyrrole